Methylenedi-p-phenylene isocyanate C1=CC(=CC=C1CC2=CC=C(C=C2)N=C=O)N=C=O